O=C1NC=2C=C(C=NC2C=C1C1OCCC1)CN1CCN(CC1)C1=CC=C(C=N1)C#N 6-(4-{[6-oxo-7-(oxolan-2-yl)-5H-1,5-naphthyridin-3-yl]methyl}piperazin-1-yl)pyridine-3-carbonitrile